camphorquinone C12(C(=O)C(=O)C(CC1)C2(C)C)C